N-[(1R)-1-benzyl-3-chloro-1-methyl-but-3-enyl]-8-fluoro-quinoline-3-carboxamide C(C1=CC=CC=C1)[C@@](CC(=C)Cl)(C)NC(=O)C=1C=NC2=C(C=CC=C2C1)F